CC(C)(C)S(=O)(=O)N[C@@H]1C[C@@H](CC12CCN(CC2)C(=O)OCC2=CC=CC=C2)C benzyl (1R,3R)-1-((R)-1,1-dimethylethylsulfonamido)-3-methyl-8-azaspiro[4.5]decane-8-carboxylate